C(C(=C)C)(=O)OCCOCCNC(C=C)=O N-(2-(2-methacryloyloxyethoxy)ethyl)acrylamide